C(C1=CC=CC=C1)OC1=CC=C(C=N1)S(=O)(=O)N1[C@@H](C2CC[C@H](C1)N2C(=O)OCCOC)C(=O)OCC 2-ethyl 8-(2-methoxyethyl) (2S,5R)-3-((6-(benzyloxy)pyridin-3-yl)sulfonyl)-3,8-diazabicyclo[3.2.1]octane-2,8-dicarboxylate